Cl.O1CCOC12CC1(CCNCC1)C2 1,4-dioxa-10-azadispiro[4.1.5.1]tridecane hydrogen chloride